(Z)-2-cyano-3-(3,4-dihydroxy-5-nitrophenyl)-3-hydroxyacrylate C(#N)/C(/C(=O)[O-])=C(/O)\C1=CC(=C(C(=C1)[N+](=O)[O-])O)O